O2-benzyl O1-tert-butyl 4-prop-2-ynylpiperazine-1,2-dicarboxylate C(C#C)N1CC(N(CC1)C(=O)OC(C)(C)C)C(=O)OCC1=CC=CC=C1